C(C)OC1=CC=C(C=N1)C=1C=C2CC(C(C2=CC1)NC(O[C@@H]1CN2CCC1CC2)=O)(C)C (S)-quinuclidin-3-yl (5-(6-ethoxypyridin-3-yl)-2,2-dimethyl-2,3-dihydro-1H-inden-1-yl)carbamat